CC1C(N(CC=2N1C(=NC2C=2C=CC=C1C=C(N=CC21)C=2C=CC(=NC2)C(=O)[O-])C2CCOCC2)C)=O.[Li+] Lithium 5-(8-(5,7-dimethyl-6-oxo-3-(tetrahydro-2H-pyran-4-yl)-5,6,7,8-tetrahydroimidazo[1,5-a]pyrazin-1-yl)isoquinolin-3-yl)picolinate